C(C=C)(=O)N1CCN(CC(C1)(F)F)C=1C2=C(N(C(N1)=O)C=1C(=NC=CC1C)C(C)C)N=C(C(=C2)F)C2=CC=CC1=C2N=C(S1)N 4-(4-acryloyl-6,6-difluoro-1,4-diazepan-1-yl)-7-(2-aminobenzo-[d]thiazol-4-yl)-6-fluoro-1-(2-isopropyl-4-methylpyridin-3-yl)-pyrido[2,3-d]pyrimidin-2(1H)-one